(R,E)-1-((5-chloro-3'-methoxy-[1,1'-biphenyl]-2-yl)sulfonyl)-4-fluoro-N-(4-(methylsulfonyl)but-3-en-2-yl)piperidine-4-carboxamide ClC=1C=CC(=C(C1)C1=CC(=CC=C1)OC)S(=O)(=O)N1CCC(CC1)(C(=O)N[C@H](C)\C=C\S(=O)(=O)C)F